tri-tert-butylborate C(C)(C)(C)OB(OC(C)(C)C)OC(C)(C)C